4-(tert-butyl)-9-[2-carboxy(3,6-methano-4-cyclohexenyl)]carbonyloxyanthracene C(C)(C)(C)C1=CC=CC2=C(C3=CC=CC=C3C=C12)OC(=O)C1C(C2C=CC1C2)C(=O)O